CO[Si]1(N(CCC1)C[Si](OC)(OC)C)C 2-methoxy-2-methyl-1-methyldimethoxysilylmethyl-1-aza-2-silacyclopentane